6-(2-ethoxy-7H-pyrrolo[2,3-d]pyrimidin-5-yl)-4,4-dimethyl-3,4-dihydroisoquinolin-1(2H)-one C(C)OC=1N=CC2=C(N1)NC=C2C=2C=C1C(CNC(C1=CC2)=O)(C)C